C(#C)C=1C=C(C=CC1)C1OC2=C(CN1)C=CC=C2 (3-ethynylphenyl)-3,4-dihydro-2H-1,3-benzoxazine